Cl.ClC1=CC=C2C(CN(C2=C1)C(CN1[C@H](CN[C@@H](C1)C)CN1N=CC=C1)=O)(C)C 1-(6-Chloro-3,3-dimethyl-2,3-dihydro-1H-indol-1-yl)-2-[(2R,5R)-5-methyl-2-(1H-pyrazol-1-ylmethyl)piperazin-1-yl]ethan-1-one hydrochloride